2-carboxyethyl-dimethyl-silane C(=O)(O)CC[SiH](C)C